2-(7-(4-(trifluorometh-yl)phenoxy)-3,4-dihydro-isoquinolin-2(1H)-yl)-pyridine-4-sulfonamide FC(C1=CC=C(OC2=CC=C3CCN(CC3=C2)C2=NC=CC(=C2)S(=O)(=O)N)C=C1)(F)F